C(C=C)(=O)OCCCCCCCCCCOC(C=C)=O 1,10-decylene glycol diacrylate